CCC(CC)N1N=CC(=C1)C=1C=2N(C=C(N1)C=1C=NN(C1)CCS(=O)(=O)N)N=CC2 2-(4-(4-(1-(pentan-3-yl)-1H-pyrazol-4-yl)pyrazolo[1,5-a]pyrazin-6-yl)-1H-pyrazol-1-yl)ethanesulfonamide